COC=1C=C(C=C(C1)OC)C1=CC(=NN1CC1=C(C=CC=C1)OCC)COC(C(=O)OC)(C)C Methyl 2-([5-(3,5-dimethoxyphenyl)-1-[(2-ethoxyphenyl)-methyl]-1H-pyrazol-3-yl]methoxy)-2-methylpropanoate